FC1=CC=C(C=N1)N1N=C(C2=CC=C(C(=C12)C)N)C=1C2=CN(N=C2C=CC1)C 1-(6-fluoropyridin-3-yl)-2',7-dimethyl-1H,2'H-[3,4'-biindazol]-6-amine